C(C)C1(C(N([C@H](C1)CCN1CCN(CC1)C1=CC=C(C=C1)F)C)=O)CC (R)-3,3-diethyl-5-(2-(4-(4-fluorophenyl)piperazin-1-yl)ethyl)-1-methylpyrrolidin-2-one